O=C1NC(CCC1C1=NN(C2=C(C=CC=C12)OCC(=O)NCC1CN(CC1)C)C)=O 2-((3-(2,6-dioxopiperidin-3-yl)-1-methyl-1H-indazol-7-yl)oxy)-N-((1-methyl-pyrrolidin-3-yl)methyl)acetamide